1'-methylspiro[cyclobutane-1,3'-indoline]-5'-amine CN1CC2(C3=CC(=CC=C13)N)CCC2